2-Methyl-2-(2,3,6-trimethyl-4-((4-(2-methyl-4-(trifluoromethyl)benzyl)piperazin-1-yl)methyl)phenoxy)propanoic acid ethyl ester C(C)OC(C(C)(OC1=C(C(=C(C=C1C)CN1CCN(CC1)CC1=C(C=C(C=C1)C(F)(F)F)C)C)C)C)=O